C(C)(C)N1N=C(C(=C1C)C=1C=NN2C1C=C(C=C2)N2N=C(C(=C2)C(=O)O)OC)C 1-[3-(1-isopropyl-3,5-dimethyl-pyrazol-4-yl)pyrazolo[1,5-a]pyridin-5-yl]-3-methoxy-pyrazole-4-carboxylic acid